copper chloride trihydroxide [Cu](O)(O)(O)Cl